Tert-butyl (S)-4-((4-((4-((tert-butyldimethylsilyl)oxy)butane-2-yl)oxy)-6-chloropyridin-3-yl)ethynyl)piperidine-1-carboxylate [Si](C)(C)(C(C)(C)C)OCC[C@H](C)OC1=C(C=NC(=C1)Cl)C#CC1CCN(CC1)C(=O)OC(C)(C)C